6-Methoxy-5,5-dimethyl-2,3,4,5-tetrahydropyridine COC=1C(CCCN1)(C)C